COC(=O)[C@H]1O[C@]([C@H]([C@H]1C1=C(C(=C(C=C1)F)F)O)C)(C(F)(F)F)C |r| rac-(2S,3S,4S,5R)-3-(3,4-difluoro-2-hydroxy-phenyl)-4,5-dimethyl-5-(trifluoromethyl)tetrahydrofuran-2-carboxylic acid methyl ester